FC(C=1C(=C(C=CC1)[C@@H](C)NC1=C(C(=NC(=N1)OC)CC(=O)NN1CCOCC1)C1OCCO1)F)F (R)-2-(6-((1-(3-(difluoromethyl)-2-fluorophenyl)ethyl)amino)-5-(1,3-dioxolan-2-yl)-2-methoxypyrimidin-4-yl)-N-morpholinoacetamide